COC(C(=O)C1=CC=C(C=C1)C1=CC=CC=C1)=O alpha-(4-phenylphenyl)-alpha-ketoacetic acid methyl ester